tert-Butyldimethyl((2-methyl-5-vinylbenzyl)oxy)silane C(C)(C)(C)[Si](OCC1=C(C=CC(=C1)C=C)C)(C)C